2-[4-[(E)-3-(3-Hydroxyphenyl)prop-2-enoyl]phenoxy]-N-(2-methylphenyl)acetamide OC=1C=C(C=CC1)/C=C/C(=O)C1=CC=C(OCC(=O)NC2=C(C=CC=C2)C)C=C1